C(#N)C(=C[C@H]1N(C(OC1)(C)C)C(=O)OC(C)(C)C)C(=O)OCC tert-butyl (4R)-4-(2-cyano-3-ethoxy-3-oxoprop-1-en-1-yl)-2,2-dimethyloxazolidine-3-carboxylate